FC=1C(=NC=NC1N(C)CC1=CC2=CC=C(C=C2C=C1)OC)NCC1=CC=C(C=C1)CC(=O)N 2-[4-[[[5-fluoro-6-[(6-methoxy-2-naphthyl)methyl-methyl-amino]pyrimidin-4-yl]amino]methyl]phenyl]acetamide